COC(COC=1C(N(C2=CC=C(C=C2C1)NC1=CC(=NC=2N1N=CN2)N2C[C@@H](N[C@@H](C2)C)C)C)=O)=O 2-((6-((5-((3S,5R)-3,5-dimethylpiperazinyl)-[1,2,4]triazolo[1,5-a]pyrimidin-7-yl)amino)-1-methyl-2-oxo-1,2-dihydroquinolin-3-yl)oxy)acetic acid methyl ester